4,4,5,5-tetramethyl-2-(6-(naphtho[2,1-b]benzofuran-10-yl)-[1,1'-biphenyl]-2-yl)-1,3,2-dioxaborolane CC1(OB(OC1(C)C)C1=C(C(=CC=C1)C=1C=CC2=C(C3=C(O2)C=CC=2C=CC=CC23)C1)C1=CC=CC=C1)C